OC1O[C@@H]([C@H]([C@@H](C1)O)O)CO (3R,4R,5S,6R)-2,4,5-trihydroxy-6-(hydroxymethyl)tetrahydro-2H-pyran